2-(2,6-dioxo-3-piperidyl)-5-(4-oxocyclohexyl)isoindoline-1,3-dione O=C1NC(CCC1N1C(C2=CC=C(C=C2C1=O)C1CCC(CC1)=O)=O)=O